6-(2,4-dimethyl-1,3-thiazol-5-yl)-2-[[1-(2-methylpyrido[3,4-d]pyrimidin-4-yl)piperidin-4-yl]methyl]pyridazin-3-one CC=1SC(=C(N1)C)C=1C=CC(N(N1)CC1CCN(CC1)C=1C2=C(N=C(N1)C)C=NC=C2)=O